C1(CC1)N1C(=NC2=C1C=C(C=C2)NC(C2=C(C=C(C=C2)NS(=O)(=O)CCO)N2CCC1(CC1)CC2)=O)C N-(1-cyclopropyl-2-methyl-1H-benzo[d]imidazol-6-yl)-4-((2-hydroxyethyl)sulphonamido)-2-(6-azaspiro[2.5]oct-6-yl)benzamide